methyl 4-{[4-(hydroxymethyl)phenyl]sulfamoyl}-3-nitrobenzoate OCC1=CC=C(C=C1)NS(=O)(=O)C1=C(C=C(C(=O)OC)C=C1)[N+](=O)[O-]